OC(C=O)C1=CC2=C(OCCN2C)C=C1 2-hydroxy-2-(4-methyl-3,4-dihydro-2H-benzo[b][1,4]oxazin-6-yl)ethanone